2,4,6-trimethyl-3-[2-(2-oxoimidazolidin-1-yl)ethoxy]benzonitrile oxide CC1=C(C#[N+][O-])C(=CC(=C1OCCN1C(NCC1)=O)C)C